2,3-dimethylphenyl isocyanate CC1=C(C=CC=C1C)N=C=O